C(CCCCC)NC1=C(C=C(C(=O)O)C=C1)S(NC)(=O)=O 4-(hexylamino)-3-(methylsulfamoyl)benzoic acid